1-(4-{4-[(3-methyl-4-{[1,2,4]triazolo[1,5-a]pyridin-7-yloxy}phenyl)amino]pyrido[3,2-d]pyrimidin-6-yl}piperazin-1-yl)but-2-yn-1-one CC=1C=C(C=CC1OC1=CC=2N(C=C1)N=CN2)NC=2C1=C(N=CN2)C=CC(=N1)N1CCN(CC1)C(C#CC)=O